Tert-Butyl ((S)-(4,4-difluorocyclohexyl)(7-((S*)-2-methyl-1-(4,4,4-trifluorobutanamido)propyl)imidazo[1,2-b]pyridazin-2-yl)methyl)carbamate FC1(CCC(CC1)[C@@H](C=1N=C2N(N=CC(=C2)[C@H](C(C)C)NC(CCC(F)(F)F)=O)C1)NC(OC(C)(C)C)=O)F |o1:16|